1-(tert-butyl) 3-methyl 4-phenylpiperazine-1,3-dicarboxylate C1(=CC=CC=C1)N1C(CN(CC1)C(=O)OC(C)(C)C)C(=O)OC